CN1C(=NC=C1[N+](=O)[O-])\C=C/1\C(N=C(S1)S1CCNCC1)=O (5Z)-5-[(1-methyl-5-nitro-1H-imidazole-2-yl)methylene]-2-(thiomorpholin-1-yl)-4(5H)thiazolone